FC(C(C(F)(F)F)(O)C1=CC=C(C=C1)C1=CC=C(C=C1)CN1C(CN(CC1)CC1=CC=NC=C1)CC(=O)OCCN)(F)F 2-aminoethyl 2-(1-((4'-(1,1,1,3,3,3-hexafluoro-2-hydroxy propan-2-yl)-[1,1'-biphenyl]-4-yl)methyl)-4-(pyridin-4-ylmethyl)piperazin-2-yl)acetate